2-methyl-N-(4-nitrobenzyl)undecan-1-imine oxide CC(C=[N+](CC1=CC=C(C=C1)[N+](=O)[O-])[O-])CCCCCCCCC